3-((3-(2,5-dihydrofuran-2-yl)-3-(2-(thiophen-yl)ethyl)pyrrolidin-1-yl)methyl)pyridine O1C(C=CC1)C1(CN(CC1)CC=1C=NC=CC1)CCC=1SC=CC1